CC1=C(C(=CC(=C1)N)C)C1(CCCCC1)C1=C(C=C(C=C1C)N)C 1,1-bis(2,6-dimethyl-4-aminophenyl)cyclohexane